C(OC1=C(C=CC=C1)C(F)(F)F)(OC1=C(C=CC=C1)C(F)(F)F)=O bis(o-trifluoromethylphenyl) carbonate